S(N)(=O)(=O)[C@@]1([C@@](O[C@@H]([C@H]1O)CO)(N1C=NC=2C(N)=NC=NC12)N)O sulfamoyl-aminoadenosine